N-[2-(2-aminoethoxy)ethyl]-4-[[3-[1-(2,2-difluoroethyl)pyrazol-4-yl]imidazo[1,2-a]pyrazin-8-yl]amino]-2-ethylbenzamide formate C(=O)O.NCCOCCNC(C1=C(C=C(C=C1)NC=1C=2N(C=CN1)C(=CN2)C=2C=NN(C2)CC(F)F)CC)=O